C(C)(C)(C)OC(=O)N1C2CN(CC1CC2)C2=C(C(=CC(=C2)Br)F)C#N 3-(5-bromo-2-cyano-3-fluorophenyl)-3,8-diazabicyclo[3.2.1]octane-8-carboxylic acid tert-butyl ester